C(C)C(CCCCC)OC(CCCCCCC\C=C/CCCCCCCC)=O oleic ethylhexyl ester